O=C1NC(CCC1N1C(C2=CC=C(C=C2C1=O)N1CCC(CC1)C=O)=O)=O 1-[2-(2,6-dioxo-3-piperidinyl)-1,3-dioxo-isoindolin-5-yl]Piperidine-4-carboxaldehyde